C(C1=CC=CC=C1)OC=1C=C2CCN3C(C2=CC1)=C(C(=CC3=O)OC[C@H]3OCCOC3)C(C)C 9-benzyloxy-2-((S)-1-[1,4]dioxan-2-ylmethoxy)-1-isopropyl-6,7-dihydro-pyrido[2,1-a]isoquinolin-4-one